C(C(C)C)OC1=CC=C2C(=CC(NC2=C1)=O)C1=C(C=CC=C1)C 7-isobutoxy-4-(o-tolyl)quinolin-2(1H)-one